1,3,5-tris(aminomethyl)-2-bromo-4,6-dimethylbenzene dihydrochloride Cl.Cl.NCC1=C(C(=C(C(=C1C)CN)C)CN)Br